CC1=C(C=CC(=C1)S(=O)(=O)C)N1N=CC(=C1C(F)(F)F)C(=O)N 1-(2-methyl-4-(methylsulfonyl)phenyl)-5-(trifluoromethyl)-1H-pyrazole-4-carboxamide